COC[C@@H]1[C@@H](C=C[C@H](O1)C1=CC=C(C=C1)C)O (1S)-1,5-anhydro-2,3-dideoxy-6-O-methyl-1-C-(p-tolyl)-D-threo-hex-2-enitol